dichlorodi-t-butyl-(4-dimethylaminophenyl)phosphorus palladium (II) [Pd+2].ClP(C1=CC=C(C=C1)N(C)C)(C(C)(C)C)(C(C)(C)C)Cl